2-[3-(5-chloro-2-fluoro-phenyl)-1H-pyrazol-4-yl]-7-(5,6,7,8-tetrahydroimidazo[1,5-a]pyrazin-1-yl)-1,5-naphthyridine ClC=1C=CC(=C(C1)C1=NNC=C1C1=NC2=CC(=CN=C2C=C1)C=1N=CN2C1CNCC2)F